FC(C)(F)C1=NC(=CC(=N1)NC1=CC(=NC=C1OC)NC(C)=O)C=1C=NNC1 N-(4-((2-(1,1-difluoroethyl)-6-(1H-pyrazol-4-yl)pyrimidin-4-yl)amino)-5-methoxypyridin-2-yl)acetamide